ClC1=C2C(=CC3(CCC=4C(=NC(=NC4C3)OCC34CCCN4CCC3)N3C[C@@H](N(CC3)C(C(=C)F)=O)CC#N)C2=CC=C1)C 2-((2S)-4-(4-chloro-3-methyl-2'-((tetrahydro-1H-pyrrolizin-7a(5H)-yl)methoxy)-5',8'-dihydro-6'H-spiro[indene-1,7'-quinazolin]-4'-yl)-1-(2-fluoroacryloyl)piperazin-2-yl)acetonitrile